N-[2-(p-phenylbenzenesulfonyloxy)phenyl]-N'-[4-(p-phenylbenzenesulfonyloxy)phenyl]urea C1(=CC=CC=C1)C1=CC=C(C=C1)S(=O)(=O)OC1=C(C=CC=C1)NC(=O)NC1=CC=C(C=C1)OS(=O)(=O)C1=CC=C(C=C1)C1=CC=CC=C1